OCCNC1=C(C=C(C=C1)NCCO)[N+](=O)[O-] 1,4-bis(2-hydroxyethyl)amino-2-nitrobenzene